C(C)OC(C(C)N1CCN(CC1)C1=NC=C(N=C1)C=O)=O [4-(5-Formylpyrazin-2-yl)piperazin-1-yl]Propionic acid ethyl ester